CC(C(C1=CC(=CC=C1)C)=NNC=O)(C)N1NN(C=C1)C(F)(F)F N'-(2-methyl-1-(3-methylphenyl)-2-(3-trifluoromethyl-1H-triazol-1-yl)propylidene)formhydrazide